3-amino-6-chloro-1'-methyl-[2,3'-bipyridin]-6'(1'H)-one NC=1C(=NC(=CC1)Cl)C1=CN(C(C=C1)=O)C